C(CCCCCCCCCCC)SC(=S)SC(C(=O)O)(C)C 2-[dodecylthio(thiocarbonyl)thio]-2-methylpropanoic acid